methacryloyloxy propyl succinate C(CCC(=O)OCCC)(=O)OOC(C(=C)C)=O